2-((tert-butoxycarbonyl)amino)-5-methoxy-5-oxopentanoic acid C(C)(C)(C)OC(=O)NC(C(=O)O)CCC(=O)OC